2,2,4-tri-methyl-1,3-pentanediol CC(CO)(C(C(C)C)O)C